3-(methoxymethyl)-N,N-dimethylazetidin-3-amine TFA salt OC(=O)C(F)(F)F.COCC1(CNC1)N(C)C